[(biphenylyl)dibenzothiophenyl](diphenyltriazinyl)terphenyl C1(=C(C=CC=C1)C1=C(C2=C(SC3=C2C=CC=C3)C=C1)C=1C(=C(C=CC1)C=1C(=CC=CC1)C1=CC=CC=C1)C1=NN=NC(=C1C1=CC=CC=C1)C1=CC=CC=C1)C1=CC=CC=C1